(3S)-1-(5-chloro-9-oxo-xanthen-3-yl)pyrrolidine-3-carboxylic acid ClC1=C2OC=3C=C(C=CC3C(C2=CC=C1)=O)N1C[C@H](CC1)C(=O)O